tert-butyl (±)-2-hydroxy-6,7,8,9-tetrahydro-5H-5,8-epiminobenzo[7]annulene-10-carboxylate OC=1C=CC2=C(CC3CCC2N3C(=O)OC(C)(C)C)C1